C/C(=C/C(=[OH+])N(CCC[C@H]1C(=O)NCC(=O)N[C@H](C(=O)N[C@H](C(=O)N[C@H](C(=O)N[C@H](C(=O)N1)CCCN(C(=[OH+])/C=C(/C)\\CCO)O)CCCN(C(=[OH+])/C=C(/C)\\CCO)O)CO)CO)O)/CCO.[Fe] The molecule is a member of the class of ferrichromes that is an iron(III) chelate of the homodetic cyclic hexapeptide (cyclo{glycyl-L-seryl-L-seryl-N(5)-hydroxy-N(5)-[(2Z)-5-hydroxy-3-methyl-1-pent-2-enoyl]-L-ornithyl-N(5)-hydroxy-N(5)-[(2Z)-5-hydroxy-3-methyl-1-pent-2-enoyl]-L-ornithyl-N(5)-hydroxy-N(5)-[(2Z)-5-hydroxy-3-methyl-1-pent-2-enoyl]-L-ornithine It has a role as a fungal metabolite. It is a member of ferrichromes and a homoallylic alcohol.